2-(1-trityl-1H-pyrazol-3-yl)-benzaldehyde C(C1=CC=CC=C1)(C1=CC=CC=C1)(C1=CC=CC=C1)N1N=C(C=C1)C1=C(C=O)C=CC=C1